2-[2-[(1S,4aR,5R,8aS)-1-methyl-5-[(1R)-2,2,2-trifluoro-1-hydroxy-1-methyl-ethyl]-3,4,4a,5,6,7,8,8a-octahydro-1H-isoquinolin-2-yl]-2-oxo-ethyl]-3-chloro-4-methoxy-benzonitrile C[C@@H]1N(CC[C@H]2[C@@H](CCC[C@H]12)[C@@](C(F)(F)F)(C)O)C(CC1=C(C#N)C=CC(=C1Cl)OC)=O